O=CCC(CC(=O)OCCC1=CC=C(C=C1)[O-])C(=CC)C=O 4-(2-{[3-(2-oxoethyl)-4-formyl-1-oxohex-4-enyl]oxy}ethyl)phenolate